NCC(CN1N=CN(C1=O)CC1=C(C=CC=C1)C=1C=NC(=CC1)N(C)C)=C(F)F 2-[2-(aminomethyl)-3,3-difluoro-allyl]-4-[[2-[6-(dimethylamino)-3-pyridinyl]phenyl]methyl]-1,2,4-triazol-3-one